FC(N1N=CC2=CC=C(C=C12)CC1CC2(CN(C2)C(=O)N2C[C@@H]3[C@@H](OCC(N3)=O)CC2)C1)(F)F (4aR,8aS)-6-[6-[[1-(trifluoromethyl)indazol-6-yl]methyl]-2-azaspiro[3.3]heptane-2-carbonyl]-4,4a,5,7,8,8a-hexahydropyrido[4,3-b][1,4]oxazin-3-one